C(C)(=O)N[C@H]1[C@H](OCCN=[N+]=[N-])O[C@@H]([C@@H]([C@@H]1O)O)CO 2-Azidoethyl 2-acetamido-2-deoxy-β-D-galactopyranoside